N-(4-(((3,5-dicyano-4-ethyl-6-(4-methyl-1,4-diazepan-1-yl)pyridin-2-yl)thio)methyl)benzyl)acetamide C(#N)C=1C(=NC(=C(C1CC)C#N)N1CCN(CCC1)C)SCC1=CC=C(CNC(C)=O)C=C1